Cl.O1CC(CC1)CNC(=O)C1CNC1 N-(oxolane-3-ylmethyl)azetidine-3-carboxamide hydrochloride